C1(CCC1)C1=CC(=C(C(=O)N2CCC(CC2)(F)C2=C(C#N)C=CC=C2)C=C1C1=NN=C(N1)OCC)C (1-(4-cyclobutyl-5-(5-ethoxy-4H-1,2,4-triazol-3-yl)-2-methylbenzoyl)-4-fluoropiperidin-4-yl)benzonitrile